C(C=CC=CCCCCCCCCCCCCCCC)(=O)C(O)(C[N+](C)(C)C)CC([O-])=O 11Z,14Z-eicosadienoyl-carnitine